N-(1'-(2-(1,1-difluoroethyl)-6-(spiro[2.2]pentan-1-ylamino)pyrimidin-4-yl)-1',2'-dihydrospiro[cyclopropane-1,3'-pyrrolo[3,2-c]pyridin]-6'-yl)acetamide FC(C)(F)C1=NC(=CC(=N1)N1CC2(C=3C=NC(=CC31)NC(C)=O)CC2)NC2CC23CC3